(R)-N-(1-(3-cyclopropylphenyl)ethyl)-3-(pyridin-4-yl)-1-trityl-1,7-dihydroimidazo[4,5-f]indazole-6-carboxamide C1(CC1)C=1C=C(C=CC1)[C@@H](C)NC(=O)C=1NC2=C(C=C3C(=NN(C3=C2)C(C2=CC=CC=C2)(C2=CC=CC=C2)C2=CC=CC=C2)C2=CC=NC=C2)N1